[Ti].[Co].[Ru] ruthenium-cobalt-titanium